3-phenyl-N-(2-pyridyl)-N-tetrahydrothiophen-3-yl-prop-2-enamide C1(=CC=CC=C1)C=CC(=O)N(C1CSCC1)C1=NC=CC=C1